3-bromo-4-[(2,4-difluorobenzyl)oxy]-1-[4-(dimethylamino)-2,6-difluorophenyl]-6-methylpyridin-2(1H)-one BrC=1C(N(C(=CC1OCC1=C(C=C(C=C1)F)F)C)C1=C(C=C(C=C1F)N(C)C)F)=O